CNC.CNC.CNC.CNC.[Zr] zirconium tetra(dimethylamine)